4-(2-Amino-5-(3-(aminomethyl)phenyl)-4-oxo-4,7-dihydro-3H-pyrrolo[2,3-d]pyrimidin-6-yl)-N,N-dimethylbenzenesulfonamide, trifluoroacetic acid salt FC(C(=O)O)(F)F.NC=1NC(C2=C(N1)NC(=C2C2=CC(=CC=C2)CN)C2=CC=C(C=C2)S(=O)(=O)N(C)C)=O